O[C@@H]1C[C@@H](CCC1)C(=O)OC |r| methyl rac-(1R,3S)-3-hydroxycyclohexanecarboxylate